COC(=O)C1=C(C=NC=C1)NC 3-(Methylamino)pyridine-4-carboxylic acid methyl ester